titanium tetra(diethylamide) C(C)[N-]CC.C(C)[N-]CC.C(C)[N-]CC.C(C)[N-]CC.[Ti+4]